FC1=CC=C(C(=N1)C)OC1=C(C(=O)NC2=CC(=CC=C2)[S@@](=O)(=NC(=O)C2COC2)C)C(=C(C=N1)C(F)(F)F)C (R)-2-((6-fluoro-2-methylpyridin-3-yl)oxy)-4-methyl-N-(3-(S-methyl-N-(oxetane-3-carbonyl)sulfonimidoyl)phenyl)-5-(trifluoromethyl)nicotinamide